3-(4-(benzyloxy)phenoxy)-1-(3-fluoropropyl)azetidine ethyl-3-hydroxyfuro[3,2-b]pyridine-2-carboxylate C(C)OC(=O)C1=C(C2=NC=CC=C2O1)O.C(C1=CC=CC=C1)OC1=CC=C(OC2CN(C2)CCCF)C=C1